COC=1SC2=C(N1)C=C(N2)C(=O)O 2-methoxy-4H-pyrrolo[3,2-d]thiazole-5-carboxylic acid